C1(=CC=CC=C1)C1=CC=NC=C1 4-(phenyl)pyridine